C(C)OC(CCC1=CC(=C(C(=C1)C(C)(C)C)O)C(C)(C)C)=[O+][S-] 3-(3,5-di-tert-butyl-4-hydroxyphenyl)propionic acid ethyl ester sulfide